ClC1=NC(=CC(=C1NC(=S)C1=C(C(=O)N)C=CC=C1)CO)Cl ((2,6-dichloro-4-(hydroxymethyl)pyridin-3-yl)thiocarbamoyl)benzamide